O1CCN(CC1)C1=CC(=NC(=C1)N1CCOCC1)C1(NC=NC2=CC(=C(C=C12)N)OC)N 4-(4,6-dimorpholinopyridin-2-yl)-7-methoxyquinazoline-4,6-diamine